FC(C1=NN(C=C1NC(=O)C1=NC(=CC=C1)C1=NNC=C1)C1CN(C1)C1CCN(CC1)C([C@H](C)O)=O)F (S)-N-(3-(difluoromethyl)-1-(1-(1-(2-hydroxypropionyl)piperidin-4-yl)azetidin-3-yl)-1H-pyrazol-4-yl)-6-(1H-pyrazol-3-yl)-2-pyridineamide